FC(COC=1C(=NC(=NC1OC)N(CC1=CC=C(C=C1)OC)CC1=CC=C(C=C1)OC)OC)F (2,2-difluoroethoxy)-4,6-dimethoxy-N,N-bis[(4-methoxyphenyl)methyl]pyrimidin-2-amine